phosphonatoacetamide P(=O)([O-])([O-])CC(=O)N